COC=1C=C(C=CC1OC)C=1NC2=CC=C(C=C2C1CC)C(=O)N(CC=1N=C(SC1)C1CCNCC1)C 2-(3,4-dimethoxyphenyl)-3-ethyl-N-methyl-N-((2-(piperidin-4-yl)thiazol-4-yl)methyl)-1H-indole-5-carboxamide